Ethyl 5-ethyl-1-methyl-pyrazole-3-carboxylate C(C)C1=CC(=NN1C)C(=O)OCC